6-(2,8-dimethylimidazo[1,2-b]pyridazin-6-yl)-2-(1-methylpiperidin-4-yl)isoquinolin-1(2H)-one CC=1N=C2N(N=C(C=C2C)C=2C=C3C=CN(C(C3=CC2)=O)C2CCN(CC2)C)C1